4,4,5-trimethylhex-5-en-3-one CC(C(CC)=O)(C(=C)C)C